3-sec-butyl-1-isobutyl-5-ethyl-4-hydroxy-pyrazole C(C)(CC)C1=NN(C(=C1O)CC)CC(C)C